ClC1=CC=C(C=C1)C=1C=2C(=C(SC2N2C(=NN=C2[C@@H](N1)CC(=O)OC1=C(C(=C(C(=C1F)F)F)F)F)C)C)C 2,3,4,5,6-Pentafluorophenyl 2-[(9S)-7-(4-chlorophenyl)-4,5,13-trimethyl-3-thia-1,8,11,12-tetraazatricyclo[8.3.0.0^{2,6}]trideca-2(6),4,7,10,12-pentaen-9-yl]acetate